2-[(7RS)-2-(4-fluorophenyl)-3-(pyridin-4-yl)-4,5,6,7-tetrahydropyrazolo[1,5-a]pyrazin-7-yl]ethanol hydrochloride Cl.FC1=CC=C(C=C1)C1=NN2C(CNC[C@H]2CCO)=C1C1=CC=NC=C1 |r|